C(CCCCCCCCCCC)(=O)C(CN)CC(CCCCCCCCCCC)=O 2,3-dilauroyl-propylamine